(1R,2S)-1-(6-bromo-2-methoxy-3-quinolinyl)-4-(dimethylamino)-2-(1-naphthyl)-1-phenyl-2-butanol compound with fumaric acid C(\C=C\C(=O)O)(=O)O.BrC=1C=C2C=C(C(=NC2=CC1)OC)[C@H]([C@](CCN(C)C)(O)C1=CC=CC2=CC=CC=C12)C1=CC=CC=C1